(2,4-difluoro-6-hydroxyphenyl)potassium trifluoroborate B(F)(F)F.FC1=C(C(=CC(=C1)F)O)[K]